(S)-N-(4-(4-amino-7-(2-(tert-butyl)pyridin-4-yl)-1-methyl-1H-pyrazolo[4,3-c]pyridin-3-yl)-2-(1-(4-fluorophenyl)ethoxy)phenyl)-1,1-difluoromethanesulfonamide NC1=NC=C(C2=C1C(=NN2C)C2=CC(=C(C=C2)NS(=O)(=O)C(F)F)O[C@@H](C)C2=CC=C(C=C2)F)C2=CC(=NC=C2)C(C)(C)C